N1N=CC(=C1)C1=CC=C2C(=N1)SC(=N2)NC2=NC=CC(=C2)N2CCN(CC2)CCO 2-(4-(2-((5-(1H-pyrazol-4-yl)thiazolo[5,4-b]pyridin-2-yl)amino)pyridin-4-yl)-piperazin-1-yl)ethanol